tert-butyl 4-((1-(trifluoromethyl)cyclobutyl)methyl)piperazin-1-carboxylate Tert-butyl-4-(1-(trifluoromethyl)cyclobutan-1-carbonyl)piperazin-1-carboxylate C(C)(C)(C)OC(=O)N1CCN(CC1)C(=O)C1(CCC1)C(F)(F)F.FC(C1(CCC1)CN1CCN(CC1)C(=O)OC(C)(C)C)(F)F